4-(1-Methylpiperidin-4-yl)-N-(3-(1-(trifluoromethyl)cyclopropyl)propyl)-1H-imidazole-1-carboxamide CN1CCC(CC1)C=1N=CN(C1)C(=O)NCCCC1(CC1)C(F)(F)F